N[C@@H]1[C@H](CN(CC1)C(=O)OC(C)(C)C)C tert-Butyl (3S,4S)-4-amino-3-methyl-piperidine-1-carboxylate